(R)-1-Isopropyl-6-methyl-3,4-di(thiophen-3-yl)-5,6-dihydropyridin-2(1H)-one C(C)(C)N1C(C(=C(C[C@H]1C)C1=CSC=C1)C1=CSC=C1)=O